ClC1=CC2=C(C(=N1)C(=C)OCC)N(C(N2C)=O)C 6-Chloro-4-(1-ethoxyvinyl)-1,3-dimethyl-1,3-dihydro-2H-imidazo[4,5-c]pyridin-2-one